(R,E)-N-((5-fluoro-6-(trifluoromethyl)pyridin-3-yl)methylene)-2-methylpropane-2-sulfinamide FC=1C=C(C=NC1C(F)(F)F)\C=N\[S@](=O)C(C)(C)C